C(C)C1=C(C[C@H](N)C(=O)O)C=CC(=C1)O o-ethyl-tyrosine